O1C(OCC1)C1CCN(CC1)C1=CC(=C(C=C1)[N+](=O)[O-])F 4-(1,3-dioxolane-2-yl)-1-(3-fluoro-4-nitrophenyl)piperidine